C(=O)O.FC(C1=CC(=NC=C1)C(=O)N)(F)F 4-(trifluoromethyl)pyridinecarboxamide formate salt